C(CCCCC)C=1C=C(N)C=CC1 3-hexylaniline